2-bromo-2-(2,6-dimethylphenyl)acetaldehyde BrC(C=O)C1=C(C=CC=C1C)C